Methyl (E)-3-(5-(6-(2-(5-cyclopropyl-3-(3,5-dichloropyridin-4-yl)isoxazol-4-yl)vinyl)-3-azabicyclo[3.1.0]hexan-3-yl)-1,2,4-oxadiazol-3-yl)benzoate C1(CC1)C1=C(C(=NO1)C1=C(C=NC=C1Cl)Cl)/C=C/C1C2CN(CC12)C1=NC(=NO1)C=1C=C(C(=O)OC)C=CC1